CNN1C=C(C(C2=CC=CN=C12)=O)C(=O)OCC ethyl 1-(methylamino)-4-oxo-1,8-naphthyridine-3-carboxylate